C(C)(C)(C)OC(=O)N(S(=O)(=O)C=1C=C(C=2N(C1)C(=CN2)C(=O)OCC)Cl)C2(CC2)C ethyl 6-(N-(tert-butoxycarbonyl)-N-(1-methylcyclopropyl)sulfamoyl)-8-chloroimidazo[1,2-a]pyridine-3-carboxylate